(RS)-5-((6-(3-(Difluoromethoxy)-4-fluorophenyl)-1H-pyrazolo[4,3-b]pyridin-1-yl)methyl)-1-methylpyrrolidin-2-one FC(OC=1C=C(C=CC1F)C=1C=C2C(=NC1)C=NN2C[C@H]2CCC(N2C)=O)F |r|